1,2-dioleoyloxy-N,N-dimethylaminopropane C(CCCCCCC\C=C/CCCCCCCC)(=O)OC(C(C)OC(CCCCCCC\C=C/CCCCCCCC)=O)N(C)C